(S)-4-(1-(difluoromethyl)-5-fluoro-2,3-dihydro-1H-benzo[d]pyrrolo[1,2-a]imidazol-7-yl)-5-fluoro-N-(5-(piperazin-1-yl)pyridin-2-yl)pyrimidin-2-amine FC([C@@H]1CCC=2N1C1=C(N2)C(=CC(=C1)C1=NC(=NC=C1F)NC1=NC=C(C=C1)N1CCNCC1)F)F